N-(1-(3-(3-methoxypropoxy)-4-(5-phenylthiazol-2-yl)phenyl)-3-methylbutan-2-yl)formamide COCCCOC=1C=C(C=CC1C=1SC(=CN1)C1=CC=CC=C1)CC(C(C)C)NC=O